FC(C1=CC=C(CNC(=O)C2NCC3=CC=CC=C23)C=C1)(F)F N-(4-(trifluoromethyl)benzyl)-2,3-dihydro-1H-isoindole-1-carboxamide